Indium antimonit [Sb]([O-])([O-])[O-].[In+3]